[N+](=O)([O-])C(C([N+](=O)[O-])([N+](=O)[O-])[N+](=O)[O-])C.NN hydrazine tetranitropropane salt